8-bromo-6-((2-imino-3-methyl-2,3-dihydro-1H-imidazol-1-yl)methyl)-4-oxochroman BrC=1C=C(C=C2C(CCOC12)=O)CN1C(N(C=C1)C)=N